4,6-diphenyl-2-[3'-chloro-1,1':6',1''-terphenyl-3-yl]-1,3,5-triazine C1(=CC=CC=C1)C1=NC(=NC(=N1)C1=CC=CC=C1)C=1C=C(C=CC1)C1=CC(=CC=C1C1=CC=CC=C1)Cl